CC1=C(C(=O)NCC(NCC(F)(F)F)=O)C=CC(=C1)C1=NO[C@](C1)(C(F)(F)F)C1=C(C(=CC(=C1)C(F)(F)F)Cl)F 2-methyl-N-[2-oxo-2-(2,2,2-trifluoroethylamino)ethyl]-4-[(5S)-5-[3-chloro-2-fluoro-5-(trifluoromethyl)phenyl]-5-(trifluoromethyl)-4H-isoxazol-3-yl]benzamide